CN1N=CC(=C1C1=CC(=NC=C1)[C@H](CC=C)NC(OC(C)(C)C)=O)[N+](=O)[O-] (S)-tert-butyl (1-(4-(1-methyl-4-nitro-1H-pyrazol-5-yl)pyridin-2-yl)but-3-en-1-yl)carbamate